Cl.N[C@@]1([C@@H](C1)C(F)F)[N-]S(=O)(=O)C1(CC1)C (1R,2R)-1-amino-2-(difluoromethyl)-N-(1-methylcyclopropylsulfonyl)cyclopropylamide hydrochloride